(3R)-3-(2-(8-oxa-3-azabicyclo[3.2.1]octane-3-carbonyl)-6-(7-chloro-5H-pyrrolo[2,3-b]pyrazin-2-yl)-1,2,3,4-tetrahydroisoquinolin-8-yl)morpholine-4-carboxylic acid tert-butyl ester C(C)(C)(C)OC(=O)N1[C@@H](COCC1)C=1C=C(C=C2CCN(CC12)C(=O)N1CC2CCC(C1)O2)C=2N=C1C(=NC2)NC=C1Cl